di-tert-butyl(4-(4-((5-cyano-6-(2H-1,2,3-triazol-2-yl)pyridin-3-yl)carbamoyl)-5-(trifluoromethyl)-1H-pyrazol-1-yl)isoquinolin-1-yl)carbamate C(C)(C)(C)C1=C2C(=C(N=C(C2=CC=C1)NC([O-])=O)C(C)(C)C)N1N=CC(=C1C(F)(F)F)C(NC=1C=NC(=C(C1)C#N)N1N=CC=N1)=O